BrC=1C=C(C=C2C([C@H](COC12)CC=1C=CC(=C(C(=O)OC)C1)F)=O)C Methyl (S)-5-((8-bromo-6-methyl-4-oxochroman-3-yl)methyl)-2-fluorobenzoate